COC=1C=2N(C=CC1)N=CC2C#N 4-methoxypyrazolo[1,5-a]pyridine-3-carbonitrile